2,3-dimethyl-4-bromophenyl-methyl sulfide CC1=C(C=CC(=C1C)Br)CSCC1=C(C(=C(C=C1)Br)C)C